C12CC(CC(CC1)O2)CN (8-oxabicyclo[3.2.1]octan-3-yl)methanamine